S-ethyl 4-cyclohexyl-4-oxo-2-(trifluoromethyl)butanethioate C1(CCCCC1)C(CC(C(SCC)=O)C(F)(F)F)=O